3-methyl-1,2,3,6-tetrahydro-phthalate CC1C(C(C(=O)[O-])CC=C1)C(=O)[O-]